ethyl 2,4,6-trimethylbenzoyl phenylphosphonate C1(=CC=CC=C1)P(OCC)(OC(C1=C(C=C(C=C1C)C)C)=O)=O